ClC=1C=NN(C1C(=O)NC1=NC=C(C=C1F)C#CC1=CC=CC=C1)C1CCN(CC1)C(C(C)(C)C)=O 4-chloro-N-(3-fluoro-5-(phenylethynyl)pyridin-2-yl)-1-(1-pivaloylpiperidin-4-yl)-1H-pyrazole-5-carboxamide